6-(4-fluoro-3-methylphenyl)-1-(2-oxobutyl)-1,3-dihydro-2H-imidazo[4,5-B]pyridin-2-one FC1=C(C=C(C=C1)C=1C=C2C(=NC1)NC(N2CC(CC)=O)=O)C